CC1=CC/C(=C(/C)\CCC=C(C)C)/CC1 (Z)-γ-bisabolene